FC(C=1C=CC=2N(N1)C(=CN2)C2=CC(=NC=N2)N2CC1(CC2)CCN(CC1)S(=O)(=O)C)F 2-(6-(6-(difluoromethyl)imidazo[1,2-b]pyridazin-3-yl)pyrimidin-4-yl)-8-(methylsulfonyl)-2,8-diazaspiro[4.5]decane